(R)-(7-((4,4-dimethyl-4,5-dihydrooxazol-2-yl)amino)-2-methyl-4-((1-(2-Methyl-3-(trifluoromethyl)phenyl)ethyl)amino)quinazolin-6-yl)dimethylphosphine oxide CC1(N=C(OC1)NC1=C(C=C2C(=NC(=NC2=C1)C)N[C@H](C)C1=C(C(=CC=C1)C(F)(F)F)C)P(C)(C)=O)C